ClC1=C(C=CC=C1)C(C(=O)NC(=S)NC)C1=NC=CC(=C1)C(F)(F)F 2-(2-chlorophenyl)-N-(methylaminothioformyl)-2-(4-(trifluoromethyl)pyridin-2-yl)acetamide